(3R)-3-[1-(benzyloxymethyl)-1-[(3-bromophenyl)methyl]-2-methoxy-2-oxoethyl]pyrrolidine-1-carboxylic acid tert-butyl ester C(C)(C)(C)OC(=O)N1C[C@H](CC1)C(C(=O)OC)(CC1=CC(=CC=C1)Br)COCC1=CC=CC=C1